ClC1=CC=C(COC[C@H](CCCCN2C[C@@H]([C@H]([C@@H]([C@H](C2)O)O)O)O)F)C=C1 (3S,4R,5R,6S)-1-{(5S)-6-[(4-chlorobenzyl)oxy]-5-fluorohexyl}-3,4,5,6-azepanetetrol